C1(CC1)C1(CN(CC1=O)C(=O)OCC1=CC=CC=C1)C benzyl 3-cyclopropyl-3-methyl-4-oxo-pyrrolidine-1-carboxylate